5-(2-((2-(1H-1,2,3-triazol-1-yl)ethyl)amino)acetamido)-6-chloro-N-(5-(5-(4-((7-ethyl-6-oxo-5,6-dihydro-1,5-naphthyridin-3-yl)methyl)piperazin-1-yl)picolinamido)pentyl)picolinamide N1(N=NC=C1)CCNCC(=O)NC=1C=CC(=NC1Cl)C(=O)NCCCCCNC(C1=NC=C(C=C1)N1CCN(CC1)CC=1C=NC=2C=C(C(NC2C1)=O)CC)=O